NC[C@@H](COC=1C=C(C=CC1F)NC(C1=C(C=C(C(=C1)Cl)C(F)(F)F)OC1=C(C=C(C=C1)F)C)=O)O (S)-N-(3-(3-amino-2-hydroxypropoxy)-4-fluorophenyl)-5-chloro-2-(4-Fluoro-2-methylphenoxy)-4-(trifluoromethyl)benzamide